N-(2-aminoethyl)-2-((2-(2,6-dioxopiperidin-3-yl)-1,3-dioxoisoindolin-4-yl)oxy)acetamide trifluoroacetate FC(C(=O)O)(F)F.NCCNC(COC1=C2C(N(C(C2=CC=C1)=O)C1C(NC(CC1)=O)=O)=O)=O